N-((1,2,3,5,6,7-Hexahydro-s-indacen-4-yl)carbamoyl)-1-propionylpiperidine-4-sulfonamide, potassium salt [K].C1CCC2=C(C=3CCCC3C=C12)NC(=O)NS(=O)(=O)C1CCN(CC1)C(CC)=O